O=S1(NC2(CN(C2)C(=O)N2CC(C2)C23CC(C2)(C3)CC=3C=NC(=CC3)C(F)(F)F)CCC1)=O (6,6-dioxo-6lambda6-thia-2,5-diazaspiro[3.5]nonan-2-yl)-[3-[3-[[6-(trifluoromethyl)-3-pyridyl]methyl]-1-bicyclo[1.1.1]pentanyl]azetidin-1-yl]methanone